methyl 6-(3-methoxypropoxy)-5-methylpyridazin-3-carboxylate COCCCOC1=C(C=C(N=N1)C(=O)OC)C